S(=O)(=O)(ON1[C@@H]2CC[C@H](N(C1=O)C2)C(NC(CC2CCCCC2)=O)=N)O (2S,5R)-2-(N-(2-cyclohexylacetyl) carbamimidoyl)-7-oxo-1,6-diazabicyclo[3.2.1]octan-6-yl hydrogen sulfate